C(C)(C)(C)OC(=O)N1CC2NC=NC2C1 3a,4,6,6a-tetrahydropyrrolo[3,4-d]imidazole-5(1H)-carboxylic acid tert-butyl ester